4-Bromo-6-nitro-1H-benzo[d]imidazole BrC1=CC(=CC=2NC=NC21)[N+](=O)[O-]